(3R)-1-(2-(4-cyanophenoxy)-4-(4-fluorophenyl)cyclopentyl)-5,5-difluoropiperidin-3-ylcarbamic acid tert-butyl ester C(C)(C)(C)OC(N[C@H]1CN(CC(C1)(F)F)C1C(CC(C1)C1=CC=C(C=C1)F)OC1=CC=C(C=C1)C#N)=O